FC(OC=1C=C(C=C(C1)F)NC(CC1CN(C1)C(=O)OC(C)(C)C)=O)F tert-butyl 3-(2-((3-(difluoromethoxy)-5-fluorophenyl)amino)-2-oxoethyl)azetidine-1-carboxylate